COC=1C=C(CNC(=S)N)C=C(C1OC)OC 1-(3,4,5-trimethoxybenzyl)thiourea